OCCOC(CP1(OC2=CC=CC=C2C=2C=CC=CC12)=O)C(OCCO)O 9,10-dihydro-9-oxa-10-[2,3-bis(2-hydroxyethoxy)hydroxypropyl]-10-phosphaphenanthrene-10-oxide